6-((4-(4-(4-((9-cyclopentyl-8-(phenylamino)-9H-purin-2-yl)amino)phenyl)piperazin-1-yl)piperidin-1-yl)methyl)-2-(2,6-dioxopiperidin-3-yl)-4-fluoroisoindoline-1,3-dione C1(CCCC1)N1C2=NC(=NC=C2N=C1NC1=CC=CC=C1)NC1=CC=C(C=C1)N1CCN(CC1)C1CCN(CC1)CC1=CC(=C2C(N(C(C2=C1)=O)C1C(NC(CC1)=O)=O)=O)F